tert-Butyl ((5-chloro-1-methyl-1H-imidazol-4-yl)methyl)(2-hydroxyethyl)carbamate ClC1=C(N=CN1C)CN(C(OC(C)(C)C)=O)CCO